C(C)(=O)N1CCN(CC1)C1=CC=C(C=C1)NC1=NC=C(C(=N1)NCC1=CC=CC=C1)C(=O)N 2-(4-(4-acetylpiperazin-1-yl)phenylamino)-4-(benzylamino)pyrimidine-5-carboxamide